C1(CCC1)OC1=CC=C(N=N1)C(C(=O)N)(C)N1C[C@@H](C(CC1)(F)F)C1=CNC(C=C1)=O (6-cyclobutoxypyridazin-3-yl)-2-((S)-4,4-difluoro-3-(6-oxo-1,6-dihydropyridin-3-yl)piperidin-1-yl)propanamide